(S)-3-(6-(2-Benzylazetidin-1-yl)-1-methyl-1H-pyrazolo[3,4-d]pyrimidin-3-yl)-2,6-difluoro-5-(trifluoromethyl)phenol C(C1=CC=CC=C1)[C@@H]1N(CC1)C1=NC=C2C(=N1)N(N=C2C=2C(=C(C(=C(C2)C(F)(F)F)F)O)F)C